C(C1=CC(OC)=C(O)C=C1)OCC1=CC(OC)=C(O)C=C1 vanillylether